(S)-2,5-diamino-N-((S)-4-(naphthalen-2-ylamino)-1-(4-nitrophenyl)-4-oxobutan-2-yl)pentanamide N[C@H](C(=O)N[C@@H](CC1=CC=C(C=C1)[N+](=O)[O-])CC(=O)NC1=CC2=CC=CC=C2C=C1)CCCN